O=C(CC(=O)SCCNC(CCNC([C@@H](C(COP(OP(OC[C@@H]1[C@H]([C@H]([C@@H](O1)N1C=NC=2C(N)=NC=NC12)O)OP(=O)(O)O)(=O)O)(=O)O)(C)C)O)=O)=O)CCC(=O)O 3-oxoadipoyl-CoA